Cl.Cl.CN1C2=C(N(C(C1=O)=O)C1CCNCC1)N=CC(=C2)C 1,7-dimethyl-4-(piperidin-4-yl)-1,4-dihydropyrido[2,3-b]pyrazine-2,3-dione dihydrochloride salt